C(C)(=O)OCCCCCC\C=C/CCCC (Z)-dodecan-7-en-1-yl acetate